C(C)(C)(C)OC(=O)NC(CN1C=C(C=C1)C(=O)O)C (2-((t-butoxycarbonyl)amino)propyl)-1H-pyrrole-3-carboxylic acid